2-bromo-5,6-dimethyl-2,3-dihydro-1H-inden-1-one BrC1C(C2=CC(=C(C=C2C1)C)C)=O